7-[(6S)-2,2-difluoro-7-[(5-methoxy-7-methyl-1H-indol-4-yl)methyl]-7-azaspiro[3.5]nonan-6-yl]-1H-indole-4-carboxylic acid FC1(CC2(C1)C[C@H](N(CC2)CC2=C1C=CNC1=C(C=C2OC)C)C2=CC=C(C=1C=CNC21)C(=O)O)F